N-[(3S)-9-fluoro-2-oxo-5-phenyl-1,3-dihydro-1,4-benzodiazepin-3-yl]-2-phenylimidazo[1,2-b]pyridazine-3-carboxamide FC1=CC=CC=2C(=N[C@@H](C(NC21)=O)NC(=O)C2=C(N=C1N2N=CC=C1)C1=CC=CC=C1)C1=CC=CC=C1